3-(8-Chloro-4-oxo-3,4-dihydro-quinazolin-2-yl)pyrrolidine-1-carboxylic acid tert-butyl ester C(C)(C)(C)OC(=O)N1CC(CC1)C1=NC2=C(C=CC=C2C(N1)=O)Cl